N1=C(C=CC=C1)C=CC=1C=C(C=CC1)NC(=O)C1CCCCC1 N-(3-(2-(pyridin-2-yl)vinyl)phenyl)cyclohexanecarboxamide